1-(2-bromo-6-methylsulfanyl-pyrimidin-4-yl)-2,6-dimethyl-cyclohexanol BrC1=NC(=CC(=N1)C1(C(CCCC1C)C)O)SC